(S)-3-((R)-1,1-dimethylethylsulfonamido)-3-(3-(4-methylthiophene-3-yl)phenyl)propanoic acid ethyl ester C(C)OC(C[C@@H](C1=CC(=CC=C1)C1=CSC=C1C)NS(=O)(=O)C(C)(C)C)=O